benzotriazol-1-yloxytris-(dimethylamino)-phosphonium hexafluorophosphate F[P-](F)(F)(F)(F)F.N1(N=NC2=C1C=CC=C2)O[P+](N(C)C)(N(C)C)N(C)C